5-(hydroxymethyl)-1-methyl-pyrazole-3-carboxylic acid methyl ester COC(=O)C1=NN(C(=C1)CO)C